N1C=CC2=CNC=C21 1H-pyrrolo[3,2-c]pyrrole